4-[(1R)-1-(5-fluoro-2-pyridyl)ethoxy]-6-[1-(4-hydroxycyclohexyl)-5-methyl-triazol-4-yl]pyrazolo[1,5-a]pyridine-3-carbonitrile FC=1C=CC(=NC1)[C@@H](C)OC=1C=2N(C=C(C1)C=1N=NN(C1C)C1CCC(CC1)O)N=CC2C#N